N=1NC(=C2CN(CCC21)C(=O)OC(C)(C)C)C(=O)OCC 5-tert-butyl 3-ethyl 2,4,6,7-tetrahydropyrazolo[4,3-c]pyridine-3,5-dicarboxylate